(2S,4R)-1-[(2S)-2-(4-cyclopropyltriazol-1-yl)-3,3-dimethyl-butanoyl]-N-[1-[(2-fluorophenyl)methyl]cyclopentyl]-4-hydroxy-pyrrolidine-2-carboxamide C1(CC1)C=1N=NN(C1)[C@H](C(=O)N1[C@@H](C[C@H](C1)O)C(=O)NC1(CCCC1)CC1=C(C=CC=C1)F)C(C)(C)C